6-(2-chloro-2'-methyl-3'-(pyrido[3,2-d]pyrimidin-4-ylamino)-[1,1'-biphenyl]-3-yl)-2-methoxynicotinaldehyde ClC1=C(C=CC=C1C1=NC(=C(C=O)C=C1)OC)C1=C(C(=CC=C1)NC=1C2=C(N=CN1)C=CC=N2)C